NC=1C2=C(N(C(N1)=O)C1=C3C=NNC3=CC=C1)N=C(C=C2)C2CC2 amino-7-cyclopropyl-1-(1H-indazol-4-yl)pyrido[2,3-d]pyrimidin-2(1H)-one